4-(3-((2-((2-(1-hydroxyethyl)-4-((1R,4R)-5-methyl-2,5-diazabicyclo[2.2.1]heptan-2-yl)phenyl)amino)-5-(trifluoromethyl)pyrimidin-4-yl)amino)propyl)-1,4-oxazepan-5-one OC(C)C1=C(C=CC(=C1)N1[C@H]2CN([C@@H](C1)C2)C)NC2=NC=C(C(=N2)NCCCN2CCOCCC2=O)C(F)(F)F